C12(CC3CC(CC(C1)C3)C2)C=2C=C(C=C(C2)F)C2=CC=C(C=C2)C(C)C 3-((3r,5r,7r)-adamantan-1-yl)-5-fluoro-4'-isopropyl-[1,1'-biphenyl]